1-methyltetrahydro-2(1H)-pyrimidone CN1C(NCCC1)=O